BrC1=CN=C(C2=CC(=C(C=C12)C#N)OC)OC[C@H]1NC([C@H]([C@H]1CC)F)=O 4-bromo-1-[[(2S,3S,4s)-3-ethyl-4-fluoro-5-oxo-pyrrolidin-2-yl]methoxy]-7-methoxy-isoquinoline-6-carbonitrile